CN1C=NC2=C(C1=O)C(=NC=C2C2=CC=C(C=C2)C(F)(F)F)N[C@H]2[C@@H](CC2)C(=O)N trans-2-((3-methyl-4-oxo-8-(4-(trifluoromethyl)phenyl)-3,4-dihydropyrido[4,3-d]pyrimidin-5-yl)amino)cyclobutane-1-carboxamide